1-(cyclopropylmethyl)-3-methyl-1H-pyrazole C1(CC1)CN1N=C(C=C1)C